[Br-].[NH4+].C[N+]1(CCCCC1)CCC.[Br-] 1-methyl-1-propylpiperidinium ammonium bromide